FC1=CC=2OC[C@@]3(CNC(C=4C=NN5C4N=C(N[C@@H](C(=C1)C2O3)C)C=C5)=O)C (2R,14S)-19-fluoro-2,14-dimethyl-16,22-dioxa-3,5,7,8,12-pentaazapentacyclo[12.6.2.24,7.06,10.017,21]tetracosa-1(20),4,6(10),8,17(21),18,23-heptaen-11-one